ClC1=NC=CC(=C1C)CC#N 2-(2-chloro-3-methylpyridin-4-yl)acetonitrile